CN1C(=NN=C1)S(=O)(=O)N1CCC(CC1)C=1C(=CC=2N(C1)N=CN2)C(F)(F)F 6-(1-((4-methyl-4H-1,2,4-triazol-3-yl)sulfonyl)piperidin-4-yl)-7-(trifluoromethyl)-[1,2,4]triazolo[1,5-a]pyridine